C(C)(C)(C)NC(=O)C1=C(C(=CC(=C1)C#N)C)NC(=O)C1=CC(=NN1C1=NC=CC=C1Cl)OC1(CSC1)C N-(2-(tert-butylcarbamoyl)-4-cyano-6-methylphenyl)-1-(3-chloropyridin-2-yl)-3-((3-methylthietan-3-yl)oxy)-1H-pyrazole-5-carboxamide